tert-butyl 4-((2-bromo-5-(methylamino)phenoxy)methyl)-3,6-dihydropyridine-1(2H)-carboxylate BrC1=C(OCC=2CCN(CC2)C(=O)OC(C)(C)C)C=C(C=C1)NC